Ethyl-4-methyl-valerate C(C)OC(CCC(C)C)=O